C(C)N1N=CC=C1NC1=NC=C(C(=N1)NCC=1C(=NC=CC1)N(S(=O)(=O)C)C)C(F)(F)F N-{3-[({2-[(1-ethyl-1H-pyrazol-5-yl)amino]-5-(trifluoromethyl)pyrimidin-4-yl}amino)methyl]pyridin-2-yl}-N-methylmethane-sulfonamide